2-(2',7'-di-tert-butyl-9,9'-spirobifluoren-2-yl)-4,6-diphenyl-1,3,5-triazine C(C)(C)(C)C1=CC2=C(C=C1)C1=CC=C(C=C1C21C2=CC=CC=C2C=2C=CC(=CC12)C1=NC(=NC(=N1)C1=CC=CC=C1)C1=CC=CC=C1)C(C)(C)C